N=1N(C=C2C=CC=CC12)CCNC(OCC1=CC=CC=C1)=O Benzyl (2-(2H-indazol-2-yl)ethyl)carbamate